OC1=CC(=C(CNC(COC(CCCCCCCCC)=O)=O)C=C1OC)I decanoic acid 2-((4-hydroxy-2-iodo-5-methoxybenzyl) amino)-2-oxoethyl ester